(2S)-N-[(1S)-1-cyano-2-{4-[2-oxo-3-(tetrahydro-2H-pyran-4-ylmethyl)-2,3-dihydro-1,3-benzoxazol-5-yl]phenyl}ethyl]-1,4-oxaazepane-2-carboxamide C(#N)[C@H](CC1=CC=C(C=C1)C=1C=CC2=C(N(C(O2)=O)CC2CCOCC2)C1)NC(=O)[C@H]1OCCCNC1